2-chloro-8-methyl-7a,8,9,10-tetrahydro-7H-indolo[7,1-fg][1,7]naphthyridine ClC=1C=C2C=CN3C2=C(C2=CCCN(C2C3)C)C1